NC[C@H](CNC(OC(C)(C)C)=O)O tert-butyl N-[(2R)-3-amino-2-hydroxy-propyl]carbamate